3,6-bis(trifluoromethyl)-1H-indole FC(C1=CNC2=CC(=CC=C12)C(F)(F)F)(F)F